diethylRhodium C(C)[Rh]CC